NC=1C=2N(C3=CC(=C(C=C3N1)F)C(=O)N(C)[C@H](C(F)F)C1=C(C=C(C=C1)OC(F)(F)F)F)C=NC2 (S)-4-amino-N-(2,2-difluoro-1-(2-fluoro-4-(trifluoromethoxy)phenyl)ethyl)-7-fluoro-N-methylimidazo[1,5-a]quinoxaline-8-carboxamide